4-(2-fluoro-4-(trifluoromethoxy)phenyl)-1-methyl-1H-benzo[d]imidazol-6-amine FC1=C(C=CC(=C1)OC(F)(F)F)C1=CC(=CC=2N(C=NC21)C)N